methyl (Z)-[4-[3-(4-tert-butylphenyl)-3-(4-iodophenyl)allyloxy]-2-methylphenoxy]acetate C(C)(C)(C)C1=CC=C(C=C1)/C(=C/COC1=CC(=C(OCC(=O)OC)C=C1)C)/C1=CC=C(C=C1)I